C(C)N1C=C(C(C2=CC(=C(C(=C12)F)N1CC(NCC1)C)F)=O)C(C=CC1=CC=C(C=C1)OC)=O 1-ethyl-6,8-difluoro-7-(3-methylpiperazin-1-yl)-3-(4-methoxycinnamoyl)-quinolin-4(1H)-one